1-(8-(((5,6-Dichloro-1H-Benzo[d]imidazol-2-yl)methyl)(4-methoxybenzyl)amino)-3-(trifluoromethyl)imidazo[1,2-b]Pyridazin-6-yl)Azetidin-3-one ClC1=CC2=C(NC(=N2)CN(C=2C=3N(N=C(C2)N2CC(C2)=O)C(=CN3)C(F)(F)F)CC3=CC=C(C=C3)OC)C=C1Cl